N=1C=NN2C1C=CC(=C2)C=2N=C(NC2C2=NC(=CC=C2)C)CNC(=O)[C@@H]2NCCCC2 (R)-N-((4-([1,2,4]triazolo[1,5-a]pyridin-6-yl)-5-(6-methylpyridin-2-yl)-1H-imidazol-2-yl)methyl)piperidine-2-carboxamide